(S)-5-chloro-N-(2,4-dimethoxybenzyl)-2-fluoro-N-(6-fluoropyridin-2-yl)-4-((1-phenyl-2-(pyrrolidin-1-yl)ethyl)amino)benzenesulfonamide ClC=1C(=CC(=C(C1)S(=O)(=O)N(C1=NC(=CC=C1)F)CC1=C(C=C(C=C1)OC)OC)F)N[C@H](CN1CCCC1)C1=CC=CC=C1